The molecule is a pyrimidone that is uracil which is substituted at positions 1, 5, and 6 by benzyloxymethyl, isopropyl, and benzyl groups, respectively. It derives from a uracil. CC(C)C1=C(N(C(=O)NC1=O)COCC2=CC=CC=C2)CC3=CC=CC=C3